DL-cysteine monohydrate O.N[C@@H](CS)C(=O)O |r|